racemic-1,2,3,4-tetrahydroisoquinoline-3-carboxylic acid C1N[C@H](CC2=CC=CC=C12)C(=O)O |r|